2-Chloro-9,10-bis(4-ethoxyphenyl)-Anthracen ClC1=CC2=C(C3=CC=CC=C3C(=C2C=C1)C1=CC=C(C=C1)OCC)C1=CC=C(C=C1)OCC